(S)-3-(6-(3-chlorophenyl)-4-((3-(difluoromethoxy)phenyl)sulfonyl)-3,4-dihydro-2H-benzo[b][1,4]-oxazin-2-yl)propanoic acid ClC=1C=C(C=CC1)C1=CC2=C(O[C@H](CN2S(=O)(=O)C2=CC(=CC=C2)OC(F)F)CCC(=O)O)C=C1